6-chloro-5-(2,6-difluorophenyl)-7-iodo-1,3-dihydro-1,4-benzodiazepine-2-One ClC1=C(C=CC2=C1C(=NCC(N2)=O)C2=C(C=CC=C2F)F)I